N[C@@H](CN[C@@H](C1=CC=2N(N=C1)C=C(N2)[C@H](C2CCC(CC2)(F)F)NC(OC(C)(C)C)=O)C2CC2)CC(F)(F)F tert-butyl ((S)-(7-((R)-(((R,S)-2-amino-4,4,4-trifluorobutyl)amino)(cyclopropyl)methyl)imidazo[1,2-b]pyridazin-2-yl)(4,4-difluorocyclohexyl)methyl)carbamate